N-(2-(4-(dimethylamino)-[1,4'-bipiperidine]-1'-yl)-5-((6-((R)-3-(3-fluorophenyl)isoxazolidine-2-yl)pyrimidine-4-yl)amino)-4-methoxyphenyl)acrylamide CN(C1CCN(CC1)C1CCN(CC1)C1=C(C=C(C(=C1)OC)NC1=NC=NC(=C1)N1OCC[C@@H]1C1=CC(=CC=C1)F)NC(C=C)=O)C